COC1=CC=C(C=C1)C1=NC(=NC(=C1)C=1C=NC=CC1)NC(CN1CCCC1)=O N-(4-(4-methoxyphenyl)-6-(pyridin-3-yl)pyrimidin-2-yl)-2-(pyrrolidin-1-yl)acetamide